ON1C(CC(CC1(C)C)C(=O)O)(C)C 1-oxyl-2,2,6,6-tetramethyl-4-carboxyl-piperidine